NC1=CC(=NC=C1)C1=CC=C2C=CC(=C(C2=C1)NCC(C#N)=C)OCC(F)(F)F 2-({[7-(4-aminopyridin-2-yl)-2-(2,2,2-trifluoroethoxy)naphthalen-1-yl]amino}methyl)prop-2-enenitrile